4-bromo-3-(bromomethyl)-5-(4-trifluoromethylphenyl)-3,4-dihydro-2H-pyrrole-4-carboxylic acid methyl ester COC(=O)C1(C(CN=C1C1=CC=C(C=C1)C(F)(F)F)CBr)Br